4-amino-7-cyclopropyl-1-(2-fluorophenyl)pyrido[2,3-d]pyrimidin-2(1H)-one NC=1C2=C(N(C(N1)=O)C1=C(C=CC=C1)F)N=C(C=C2)C2CC2